BrC1=CC=CC=2C=3C(CN(C3C=CC21)C(N)=S)C 6-Bromo-1-methyl-1,2-dihydro-3H-benzo[e]indole-3-carbothioamide